CC1=NN2C(N=C(C=C2)C#N)=C1 2-methylpyrazolo[1,5-a]pyrimidine-5-carbonitrile